2,3-dimercaptopropanesulfonic acid sodium salt [Na+].SC(CS(=O)(=O)[O-])CS